tert-butyl (1R,3S,5S)-3-((6-chloropyridazin-3-yl)amino)-8-azabicyclo[3.2.1]octane-8-carboxylate ClC1=CC=C(N=N1)NC1C[C@H]2CC[C@@H](C1)N2C(=O)OC(C)(C)C